FC(OC=1C(=NC(=NC1OC)N(CC1=CC=C(C=C1)OC)CC1=CC=C(C=C1)OC)OC)F (difluoromethoxy)-4,6-dimethoxy-N,N-bis[(4-methoxyphenyl)methyl]pyrimidin-2-amine